C(C)(C)(C)C1N(CCC(C1)CN)S tert-butyl-4-aminomethyl-sulfanyl-piperidine